4-(pyridine-4-yl)isoindoline-1-one N1=CC=C(C=C1)C1=C2CNC(C2=CC=C1)=O